(R)-1-(3-chlorophenyl)-2-((S)-3-((4-(methylsulfonyl)phenoxy)methyl)piperidin-1-yl)ethan-1-ol ClC=1C=C(C=CC1)[C@H](CN1C[C@H](CCC1)COC1=CC=C(C=C1)S(=O)(=O)C)O